ClC=1C(=C(CNC(CN[C@@H]2C[C@H](C2)NC(OC(C)(C)C)=O)=O)C=CC1)F tert-butyl ((trans)-3-((2-((3-chloro-2-fluorobenzyl)amino)-2-oxoethyl)amino)cyclobutyl)carbamate